(2-(2-isopropylphenyl)-4-((8-methoxy-2,3-dihydrobenzo[b][1,4]dioxin-5-yl)methyl)piperazin-1-yl)-7-azaspiro[3.5]nonane C(C)(C)C1=C(C=CC=C1)C1N(CCN(C1)CC1=CC=C(C=2OCCOC21)OC)C2CCC21CCNCC1